1-amino-5-(2-boronoethyl)-2-(hydroxymethyl)cyclohexanecarboxylic acid hydrochloride Cl.NC1(C(CCC(C1)CCB(O)O)CO)C(=O)O